3-(3-chloro-4-methylpyridin-2-yl)oxetan-3-ol ClC=1C(=NC=CC1C)C1(COC1)O